NC(C(C1=CC(=CC=C1)Br)NC(=O)[C@H]1N(C[C@@H](C1)O)C([C@H](C(C)(C)C)N1N=NC(=C1)C1CC1)=O)=O (2S,4r)-N-[2-amino-1-(3-bromophenyl)-2-oxo-ethyl]-1-[(2S)-2-(4-cyclopropyltriazol-1-yl)-3,3-dimethyl-butyryl]-4-hydroxy-pyrrolidine-2-carboxamide